C(C)(C)P(O)(=O)C(C)C di(iso-propyl)phosphinic acid